O[C@@H]1CC[C@H](CC1)NC(=O)N 1-(trans-4-hydroxycyclohexyl)urea